1-(4-Methylphenyl)-2-(4,5,6,7-tetrahydro-2-imino-3(2H)-benzothiazolyl)ethanone CC1=CC=C(C=C1)C(CN1C(SC2=C1CCCC2)=N)=O